COC(=O)C=1C=C(C=CC1C)N1CC2C(C1)CN(C2)C(=O)OC(C)(C)C tert-butyl 5-(3-(methoxycarbonyl)-4-methylphenyl)hexahydropyrrolo[3,4-c]pyrrole-2(1H)-carboxylate